BrC=1C=C(C=2N(C1C)N=C(N2)N2C(=CC=C2C)C)F 6-bromo-2-(2,5-dimethyl-1H-pyrrol-1-yl)-8-fluoro-5-methyl-[1,2,4]triazolo[1,5-a]pyridine